FC(C1=NN=C(O1)C=1C=CC(=NC1)CN1C(N(C2=C1C=C(C(=C2)N2CCN(CC2)C)F)C2COC2)=O)F 1-((5-(5-(difluoromethyl)-1,3,4-oxadiazol-2-yl)pyridin-2-yl)methyl)-6-fluoro-5-(4-methylpiperazin-1-yl)-3-(oxetan-3-yl)-1,3-dihydro-2H-benzo[d]imidazol-2-one